6-Chloro-3-[(1R)-1-[3,6-dimethyl-2-(2-methyltriazol-4-yl)-4-oxo-chromen-8-yl]ethoxy]pyridine-2-sulfonamide ClC1=CC=C(C(=N1)S(=O)(=O)N)O[C@H](C)C=1C=C(C=C2C(C(=C(OC12)C1=NN(N=C1)C)C)=O)C